4-(2-chloro-7-methyl-6-(piperazin-1-ylmethyl)thieno[3,2-d]pyrimidin-4-yl)morpholine hydrochloride Cl.ClC=1N=C(C2=C(N1)C(=C(S2)CN2CCNCC2)C)N2CCOCC2